C1(CC1)CC(=O)N1CC2=C(C=C(C=C2CC1)C=1C=C2C(=NC1)NC=C2C)[C@H]2NCCC2 (S)-2-cyclopropyl-1-(6-(3-methyl-1H-pyrrolo[2,3-b]pyridin-5-yl)-8-(pyrrolidin-2-yl)-3,4-Dihydroisoquinolin-2(1H)-yl)ethanone